4-amino-7-fluoro-N-methyl-N-((4S)-7-(trifluoromethyl)-3,4-dihydro-2H-chromen-4-yl)-1,3-dihydrofuro[3,4-c]quinoline-8-carboxamide NC1=NC=2C=C(C(=CC2C2=C1COC2)C(=O)N([C@H]2CCOC1=CC(=CC=C21)C(F)(F)F)C)F